CN1C=CC2=C(C=CC=C12)[C@H](C)N (S)-1-(1-methyl-1H-indol-4-yl)ethylamine